(R)-4-methoxy-N-(1-(oxetan-3-yl)piperidin-4-yl)-5-(1-(1,1,1-trifluoropropan-2-yl)-1H-benzo[d][1,2,3]triazol-6-yl)pyrrolo[2,1-f][1,2,4]triazin-2-amine COC1=NC(=NN2C1=C(C=C2)C=2C=CC1=C(N(N=N1)[C@@H](C(F)(F)F)C)C2)NC2CCN(CC2)C2COC2